OCOCC 1,3-dioxapentane